C(#N)C1(CC12CC2)C=2C=C1C=CN=CC1=CC2F 6-(1-cyanospiro[2.2]pentan-1-yl)-7-fluoroisoquinolin